(8-aminoimidazo[1,2-a]pyrazin-3-yl)(5-bromo-2-fluorophenyl)methanone NC=1C=2N(C=CN1)C(=CN2)C(=O)C2=C(C=CC(=C2)Br)F